1-(4-ethoxybenzyl)piperidin C(C)OC1=CC=C(CN2CCCCC2)C=C1